C=C(C)O[Bi](C1=CC=C(C=C1)[Bi](OC(=C)C)OC(=C)C)OC(=C)C 1,4-bis(di(propen-2-yloxy)bismuthanyl)benzene